CSSCC=C The molecule is an organic disulfide having allyl and methyl as the two organic groups. It has a role as a plant metabolite and a volatile oil component.